ClC=1NC(C2=C(N1)NC=C2C=O)(N[C@H]2CO[C@@H](CC2)COCCS(=O)(=O)C)C2=C(C=C(C=C2)OC2=CC=CC=1C=C(OC12)Cl)Cl 2-chloro-4-(2-chloro-4-((2-Chlorobenzofuran-7-yl)oxy)phenyl)(4-(((3R,6S)-6-(((methylsulfonyl)ethoxy)methyl)-tetrahydro-2H-pyran-3-yl)amino)-7H-pyrrolo[2,3-d]pyrimidin-5-yl)methanone